10-(2,2-dimethyl-butanoyl)-3,7-bis(α,α-dimethylbenzyl)-10H-phenothiazine-5,5-dioxide CC(C(=O)N1C2=CC=C(C=C2S(C=2C=C(C=CC12)C(C1=CC=CC=C1)(C)C)(=O)=O)C(C1=CC=CC=C1)(C)C)(CC)C